2-[4-[(E)-3-(2-Acetyloxyphenyl)-3-oxoprop-1-enyl]phenoxy]-2-methylpropanoic acid C(C)(=O)OC1=C(C=CC=C1)C(/C=C/C1=CC=C(OC(C(=O)O)(C)C)C=C1)=O